COC[C@@H](CN[C@@H](C)CC=C)O (R)-1-METHOXY-3-((S)-PENT-4-EN-2-YLAMINO)PROPAN-2-OL